N[C@@H]1C2=CC=CC=C2CC12CCN(CC2)C=2NC(C1=C(N2)NN=C1C=1C=2C=NN(C2CC(C1)(C)C)C1CC1)=O (S)-6-(1-amino-1,3-dihydrospiro[indene-2,4'-piperidin]-1'-yl)-3-(1-cyclopropyl-6,6-dimethyl-6,7-dihydro-1H-indazol-4-yl)-1,5-dihydro-4H-pyrazolo[3,4-d]pyrimidin-4-one